NC1=NC=C(C=C1O[C@@H](C)C=1C=C(C=CC1)NC(C1=CC(=CC=C1)C(F)(F)F)=O)Cl (S)-N-(3-(1-((2-amino-5-chloropyridin-3-yl)oxy)ethyl)-phenyl)-3-(trifluoromethyl)-benzamide